2-[4-[[3-hydroxycyclopentyl]amino]phthalazin-1-yl]-5-(trifluoromethyl)phenol OC1CC(CC1)NC1=NN=C(C2=CC=CC=C12)C1=C(C=C(C=C1)C(F)(F)F)O